CP(=O)(C)C1=C(C=CC(=C1)C=1C=NC=CC1)NC1=NC(=NC=C1C(F)(F)F)NC1=CC=C(C(=O)O)C=C1 4-((4-((2-(dimethylphosphoryl)-4-(pyridin-3-yl)phenyl)amino)-5-(trifluoromethyl)pyrimidin-2-yl)amino)benzoic acid